FC1=C(CN2C=NN(C2=O)C2=CC=C(CC3=C(N=C(S3)N3CC(C3)(C)NC(OC(C)(C)C)=O)C)C=C2)C(=CC=C1)F tert-butyl (1-(5-(4-(4-(2,6-difluorobenzyl)-5-oxo-4,5-dihydro-1H-1,2,4-triazol-1-yl)benzyl)-4-methylthiazol-2-yl)-3-methylazetidin-3-yl)carbamate